CC=1N=C2N(N=C(C=C2C)C=2N=C3N(C(C2)=O)C=C(S3)[C@]3([C@@H](CNCC3)F)F)C1 |r| 7-(2,8-dimethylimidazo[1,2-b]pyridazin-6-yl)-2-[rac-(3R,4S)-3,4-difluoro-4-piperidyl]thiazolo[3,2-a]pyrimidin-5-one